C[Si](C#CCCC[Mg]Cl)(C)C (5-(trimethylsilyl)pent-4-yn-1-yl)magnesium chloride